OCC1C(CCCC1)NC(C1=NC=CC(=C1)N1C=NC=C1)=O N-(2-(hydroxymethyl)cyclohexyl)-4-(1H-imidazol-1-yl)picolinamide